OC(CCC(=O)[O-])C γ-hydroxyvalerate